4-(2-(4-(2-Fluoro-3-methoxyphenyl)piperazin-1-yl)ethyl)cyclohexan-1-amine FC1=C(C=CC=C1OC)N1CCN(CC1)CCC1CCC(CC1)N